di-(tert-butyl)(3-methoxyphenyl)phosphonium tetrafluoroborate F[B-](F)(F)F.C(C)(C)(C)[PH+](C1=CC(=CC=C1)OC)C(C)(C)C